S1C(=CC=C1C=1OC2=C(N1)C=C(C=C2)C(=O)NCCO)C=2OC1=C(N2)C=C(C=C1)C(=O)NCCO 2,2'-(thiophene-2,5-diyl)bis(N-(2-hydroxyethyl)benzo[d]oxazole-5-carboxamide)